N-(2-[[(2S)-2-methylpyrrolidin-1-yl]methyl]-1H-pyrrolo[3,2-c]pyridin-6-yl)-4-(1H-pyrazol-4-yl)benzamide 2'-O-methyluridine-3'-phosphate P(=O)(O)(O)O[C@H]1[C@H]([C@@H](O[C@@H]1CO)N1C(=O)NC(=O)C=C1)OC.C[C@@H]1N(CCC1)CC1=CC=2C=NC(=CC2N1)NC(C1=CC=C(C=C1)C=1C=NNC1)=O